FC(C1=C(C=CC=C1)S(=O)(=O)N1CC(CCC1)C(=O)O)(F)F ((2-(trifluoromethyl)phenyl)sulfonyl)piperidine-3-carboxylic acid